tert-butyl (S)-4-(7-(4-chloropyridin-2-yl)-5-(ethyl(propyl)amino)-7H-pyrrolo[2,3-d]pyrimidin-4-yl)-3-methylpiperazine-1-carboxylate ClC1=CC(=NC=C1)N1C=C(C2=C1N=CN=C2N2[C@H](CN(CC2)C(=O)OC(C)(C)C)C)N(CCC)CC